Cl.ClC=1C=2N(C=C(N1)C)C=C(N2)N 8-chloro-6-methyl-imidazo[1,2-a]pyrazin-2-amine hydrochloride